CC1=C(C=C(C=C1)[N+](=O)[O-])NS(=O)(=O)C N-(2-methyl-5-nitrophenyl)methanesulfonamide